N(=[N+]=[N-])CC=1C(=NC(=CC1)Cl)OC 3-(azidomethyl)-6-chloro-2-methoxypyridine